(R)-4-(4,4-difluoropiperidin-3-yl)pyridine-1-oxide FC1([C@@H](CNCC1)C1=CC=[N+](C=C1)[O-])F